COC(=O)C=1C=CC2=CN(N=C2C1)C=1C=NC=CC1 2-(pyridin-3-yl)-2H-indazole-6-carboxylic acid methyl ester